N[C@@H](CS)C(=O)C1=C(C[C@H](N)C(=O)O)C=CC=C1 2-cysteinyl-L-phenylalanine